BrC1=CC=C(C=C1)S(=O)(=O)N[C@H](C(=O)NC=1SC=CN1)CC1=CNC2=CC=CC=C12 (S)-2-(4-bromophenylsulphonamido)-3-(1H-indol-3-yl)-N-(thiazol-2-yl)propanamide